C1(CC1)C=1N=NN(C1)[C@H](C(=O)N1[C@@H](C[C@H](C1)O)C(=O)NCCC=1SC(=CC1)S(N(CC)CC)(=O)=O)C(C)(C)C (2S,4R)-1-[(2S)-2-(4-cyclopropyltriazol-1-yl)-3,3-dimethyl-butanoyl]-N-[2-[5-(diethylsulfamoyl)-2-thienyl]ethyl]-4-hydroxy-pyrrolidine-2-carboxamide